CN1N=CC(=C1)C=1N=C(C=2N(C1)N=CC2)C2C1CN(C(C2)CC1)C(C=C)=O 1-[5-[6-(1-methylpyrazol-4-yl)pyrazolo[1,5-a]pyrazin-4-yl]-2-azabicyclo[2.2.2]octan-2-yl]prop-2-en-1-one